Dimorpholinocarbamate O1CCN(CC1)N(C([O-])=O)N1CCOCC1